(R)-6-(2-hydroxy-2-(3'-isopropyl-[1,1'-biphenyl]-3-yl)acetyl)-2-(1-(thiophen-2-yl)cyclopropyl)-3,5,6,7,8,9-hexahydro-4H-pyrimido[5,4-c]azepin-4-one O[C@@H](C(=O)N1CC2=C(CCC1)N=C(NC2=O)C2(CC2)C=2SC=CC2)C=2C=C(C=CC2)C2=CC(=CC=C2)C(C)C